CC([C@@H]1[C@H]([C@H]([C@@H](O1)N1C(=O)NC(=O)C=C1)O)O)O 5'-Methyluridin